CC1=CC(=NC=C1)C1=NC=CC(=C1)C 4,4'-dimethylbipyridine